[4-(7-methyl-5,8-dihydrooxepino[3,2-f]benzofuran-2-yl)phenyl](4-methylpiperazin-1-yl)methanone CC1=CCC=2C(=CC3=C(C=C(O3)C3=CC=C(C=C3)C(=O)N3CCN(CC3)C)C2)OC1